ClC1=CC=C(CN2C(N3C(C4=C2C=C(C=N4)NCCO)=NCC(C3)(C)C)=O)C=C1 5-(4-chlorobenzyl)-3-[(2-hydroxyethyl)amino]-9,9-dimethyl-5,8,9,10-tetrahydro-6H-pyrido[2,3-e]pyrimido[1,2-c]pyrimidin-6-one